OCCN1C(=NC2=C1C=C(C=C2)C=2C=CN1N=C(N=C(C12)OC)NC1CC(C1)(O)C)C (1s,3s)-3-((5-(1-(2-hydroxyethyl)-2-methyl-1H-benzo[d]imidazol-6-yl)-4-methoxypyrrolo[2,1-f][1,2,4]triazin-2-yl)amino)-1-methylcyclobutan-1-ol